tert-butyl N-[2-[4-[1-(2,6-dioxo-3-piperidyl)-3-methyl-2-oxo-benzimidazol-5-yl]-3,3-difluoro-1-piperidyl]ethyl]carbamate O=C1NC(CCC1N1C(N(C2=C1C=CC(=C2)C2C(CN(CC2)CCNC(OC(C)(C)C)=O)(F)F)C)=O)=O